benzylthiocarbonyl-propionic acid C(C1=CC=CC=C1)C(=S)C(C(=O)O)C